Dilauric Acid CCCCCCCCCCCC(=O)O